C(#N)C1=NC=C(C(=C1)C1=CC=2N(C=C1)N=C(C2)NC(=O)C2CC2)OCC N-[5-(2-cyano-5-ethoxy-4-pyridyl)pyrazolo[1,5-a]pyridin-2-yl]cyclopropanecarboxamide